5-ethynyl-6,7-difluoronaphthalen-2-amine C(#C)C1=C2C=CC(=CC2=CC(=C1F)F)N